S(OC1=C(C=CC(=C1)C1=NNC=C1)Br)(=O)(=O)F 2-bromo-5-(1H-pyrazol-3-yl)phenyl sulfurofluoridate